N-Tris[hydroxyethyl]methyl-3-aminopropanesulfonic acid OCCC(NCCCS(=O)(=O)O)(CCO)CCO